(1R,3r)-3-((R)-1'-(7-(((R)-1-(4-chloro-2-methylphenyl)ethyl)amino)-[1,2,4]triazolo[1,5-a]pyrimidin-5-yl)-[3,4'-bipiperidin]-1-yl)-1-methylcyclobutane-1-carboxylic acid ClC1=CC(=C(C=C1)[C@@H](C)NC1=CC(=NC=2N1N=CN2)N2CCC(CC2)[C@@H]2CN(CCC2)C2CC(C2)(C(=O)O)C)C